pentaethanol tantalum [Ta].C(C)O.C(C)O.C(C)O.C(C)O.C(C)O